O1CCOC2=NC=C(C=C21)[C@@H](CC(=O)O)N2N=C(C=C2)CCCC2=NC=1NCCCC1C=C2 |r| (±)-3-(2,3-Dihydro-[1,4]dioxino[2,3-b]pyridin-7-yl)-3-(3-(3-(5,6,7,8-tetrahydro-1,8-naphthyridin-2-yl)propyl)-1H-pyrazol-1-yl)propanoic acid